(5aR,5bS,7aS,8S,10aS,10bR,12aR)-5a,7a-dimethyl-2-(pyridin-2-yl)-5,5a,5b,6,7,7a,8,9,10,10a,10b,11,12,12a-tetradecahydro-4H-cyclopenta[7,8]phenanthro[2,1-d]thiazol-8-ol C[C@@]12CCC=3N=C(SC3[C@@H]2CC[C@H]2[C@H]3[C@](CC[C@H]12)([C@H](CC3)O)C)C3=NC=CC=C3